3-Acetyl-8-bromo-5-chloro-2-(((4-methyl-1,2,5-oxadiazol-3-yl)methyl)sulfinyl)chinolin-4(1H)-on C(C)(=O)C1=C(NC2=C(C=CC(=C2C1=O)Cl)Br)S(=O)CC1=NON=C1C